5-(benzyloxy)-2-(3-methyl-1-benzofuran-2-yl)quinoline-4-carboxylic acid C(C1=CC=CC=C1)OC1=C2C(=CC(=NC2=CC=C1)C=1OC2=C(C1C)C=CC=C2)C(=O)O